ClC=1C=C(C=CC1)[C@H]1[C@@H](C1)B(O)O TRANS-2-(3-CHLOROPHENYL)CYCLOPROPANEBORONIC ACID